1,6-diazaspiro[3.3]heptane-1-carboxylic acid tert-butyl ester oxalate C(C(=O)O)(=O)O.C(C)(C)(C)OC(=O)N1CCC12CNC2